C(C)N1CCC(CC1)C=1C=CC=2N(C(C=C(N2)C2=CC3=CN(N=C3C=C2)C)=O)C1 7-(1-ethylpiperidin-4-yl)-2-(2-methyl-2H-indazol-5-yl)-4H-pyrido[1,2-a]pyrimidin-4-one